(2S,2'S)-3,3'-((((2-(3-((S)-2-carboxy-2-((R)-pyrrolidin-3-yl)ethyl)phenoxy)acetyl)azanediyl)bis(ethane-2,1-diyl))bis(3,1-phenylene))bis(2-((R)-pyrrolidin-3-yl)propanoic acid) C(=O)(O)[C@@H](CC=1C=C(OCC(=O)N(CCC=2C=C(C=CC2)C[C@H](C(=O)O)[C@@H]2CNCC2)CCC=2C=C(C=CC2)C[C@H](C(=O)O)[C@@H]2CNCC2)C=CC1)[C@@H]1CNCC1